COC=1C=C2C=CC=NC2=C(C1)NS(=O)(=O)C1=CC=C(C)C=C1 N-(6-methoxy-8-quinolinyl)p-Toluenesulfonamide